{[(4-fluorophenyl)methyl]amino}-N-(4-{[(3-methyloxetan-3-yl)carbonylamino]methyl}phenyl)carboxamide FC1=CC=C(C=C1)CNC(=O)NC1=CC=C(C=C1)CNC(=O)C1(COC1)C